1-{6-Oxo-7-phosphonooxymethyl-1-propyl-8-[1-(3-trifluoromethyl-benzyl)-1H-pyrazol-4-yl]-6,7-dihydro-1H-purin-2-yl}-pyrrolidine-2-carboxylic acid O=C1C=2N(C(=NC2N=C(N1CCC)N1C(CCC1)C(=O)O)C=1C=NN(C1)CC1=CC(=CC=C1)C(F)(F)F)COP(=O)(O)O